1-(Naphthalen-2-yl)-2,2-bis(phenylselanyl)ethan-1-one C1=C(C=CC2=CC=CC=C12)C(C([Se]C1=CC=CC=C1)[Se]C1=CC=CC=C1)=O